(2-bromoethynyl)triisopropylsilane BrC#C[Si](C(C)C)(C(C)C)C(C)C